(S)-1-(4-(3-((1r,3R,5S,7S)-3,5-dimethyl-adamantan-1-yl)ureido)-3-fluorobenzyl)piperidine-3-carboxylic acid C[C@]12CC3(CC(C[C@@](C1)(C3)C)C2)NC(NC2=C(C=C(CN3C[C@H](CCC3)C(=O)O)C=C2)F)=O